dodecyl amidophosphate P(=O)(OCCCCCCCCCCCC)([O-])N